ClC=1C=C(C=2N(N1)C=C(N2)C([2H])([2H])[2H])C([2H])([2H])[2H] 6-Chloro-2,8-bis(methyl-d3)imidazo[1,2-b]pyridazine